C(CCC(=O)[O-])(=O)OC(=O)C=C acryl succinate